p-nitrobenzoyl-D-tartaric acid [N+](=O)([O-])C1=CC=C(C(=O)[C@](C(=O)O)(O)[C@H](O)C(=O)O)C=C1